C1(CCC1)N1C2=C(N3C1CNCC3)N=CC(=C2)C(F)(F)F 5-cyclobutyl-3-(trifluoromethyl)-5a,6,8,9-tetrahydropyrido[3',2':4,5]imidazo[1,2-a]pyrazin